1,3,5-trihydroxy-4-methoxyxanthone OC1=CC(=C(C=2OC3=C(C=CC=C3C(C12)=O)O)OC)O